iridium(III) bis[(dimethylphenyl)isopropyl-quinoline] CC=1C(=C(C=CC1)C=1C(=NC2=CC=CC=C2C1)C(C)C)C.CC=1C(=C(C=CC1)C=1C(=NC2=CC=CC=C2C1)C(C)C)C.[Ir+3]